CN1N=CC(=C1)C=1OC=C(N1)C(F)(F)F 2-(1-methyl-1H-pyrazol-4-yl)-4-(trifluoromethyl)oxazol